(1E,2E)-2-(2-(3-fluorophenyl)hydrazono)acetaldehyde oxime FC=1C=C(C=CC1)N\N=C\C=N\O